L-5-methylpyrid-3-ylalanine CC=1C=C(C=NC1)N[C@@H](C)C(=O)O